1-(1-(3-Chlorophenyl)-2-(dimethylamino)ethyl)-5-fluoro-4-(5-morpholino-1H-pyrrolo[2,3-b]pyridin-3-yl)pyridin-2(1H)-one ClC=1C=C(C=CC1)C(CN(C)C)N1C(C=C(C(=C1)F)C1=CNC2=NC=C(C=C21)N2CCOCC2)=O